5-oxo-1-[4-phenyl-6-(2-phenylethyl)quinolin-2-yl]pyrrolidine-3-carboxylic acid O=C1CC(CN1C1=NC2=CC=C(C=C2C(=C1)C1=CC=CC=C1)CCC1=CC=CC=C1)C(=O)O